CC(C(=O)OC=1C(=NN(C(C1C1=C(C(=CC=C1F)Cl)CCC=1C=C2C=CC(=NC2=CC1)C)=O)C)C)C [5-[3-chloro-6-fluoro-2-[2-(2-methyl-6-quinolyl)ethyl]phenyl]-1,3-dimethyl-6-oxo-pyridazin-4-yl] 2-methylpropanoate